2-methylpropan-2-sulfinamide CC(C)(C)S(=O)N